BrC=1C=C2C(=NC1)NC(N2C2CCN(CC2)C(C2=CC=C(C=C2)OC(F)(F)F)=O)=O 6-Bromo-1-[1-[4-(trifluoromethoxy)benzoyl]-4-piperidyl]-3H-imidazo[4,5-b]pyridin-2-one